The molecule is a member of the class of coumestans that is 9,10-dihydro-6H-[1]benzofuro[3,2-c]chromene substituted by a methoxy group at position 3, a hydroxy group at position 8 and a 6,6-dimethyl-3,6-dihydro-2H-pyran ring fused across positions 9 and 10. Isolated from the roots of Lespedeza floribunda, it acts as a melanin synthesis inhibitor. It has a role as a metabolite and a melanin synthesis inhibitor. It is a member of phenols, an aromatic ether and a member of coumestans. CC1(C=CC2=C3C(=CC(=C2O1)O)C4=C(O3)C5=C(C=C(C=C5)OC)OC4)C